C(C)C=1N=C(C2=C(N1)SC(=C2)C)NCCCC2=CC=C(C=C2)OC 2-ethyl-N-(3-(4-methoxyphenyl)propyl)-6-methylthieno[2,3-d]pyrimidin-4-amine